N-(BOC)-4-FLUOROINDOLE-2-BORONIC ACID B(C1=CC2=C(N1C(=O)OC(C)(C)C)C=CC=C2F)(O)O